BrC1=CC=C(C2=C1C(=C(S2)/N=C/N(C)C)C#N)F (E)-N'-(4-bromo-3-cyano-7-fluoro-benzothiophen-2-yl)-N,N-dimethyl-formamidine